4-((S)-10-propenoyl-2-fluoro-14-oxo-8,8a,9,10,11,12-hexahydro-7H,14H-pyrazino[1',2':5,6][1,5]diazocino[3,2,1-hi]indol-3-yl)-2-amino-7-fluorobenzo[b]thiophene-3-carbonitrile C(C=C)(=O)N1C[C@H]2N(C(C=3C=C(C(=C4C=CN(C34)CC2)C2=CC=C(C=3SC(=C(C32)C#N)N)F)F)=O)CC1